N-[(2-amino-3-pyridyl)sulfonyl]-6-[3-(phenyl)pyrazol-1-yl]-2-[(4S)-2,2,4-trimethylpyrrolidin-1-yl]pyridine-3-carboxamide NC1=NC=CC=C1S(=O)(=O)NC(=O)C=1C(=NC(=CC1)N1N=C(C=C1)C1=CC=CC=C1)N1C(C[C@@H](C1)C)(C)C